(1-(4-fluorophenyl)-1H-1,2,3-triazol-4-yl)(piperidin-1-yl)methanone FC1=CC=C(C=C1)N1N=NC(=C1)C(=O)N1CCCCC1